C=1(C(=CC(=CC1)CC(C(=O)OCC=C)=C)CC(C(=O)OCC=C)=C)CC(C(=O)OCC=C)=C triallyl 1,2,4-benzenetrimethacrylate